C1(=CC=CC=C1)C1CCC(CC1)(C1=CC=C(N(C2=CC=C(C=C2)CC)C2=CC=C(C=C2)CC)C=C1)C1=CC=C(N(C2=CC=C(C=C2)CC)C2=CC=C(C=C2)CC)C=C1 4,4'-(4-phenylcyclohexylidene)bis[N,N-bis(4-ethylphenyl)aniline]